ClC1=C(C=CC=C1Cl)N1CCN(CCC1)CCC1CC(C1)NC(=O)C=1OC=CC1 N-(3-(2-(4-(2,3-Dichlorophenyl)-1,4-diazepan-1-yl)ethyl)cyclobutyl)furan-2-carboxamide